Rac-syn-3-(1-(2-chloro-4-fluorophenethyl)-3-((dimethylamino)methyl)-4-hydroxypiperidin-4-yl)benzamide hydrochloride Cl.ClC1=C(CCN2CC(C(CC2)(O)C=2C=C(C(=O)N)C=CC2)CN(C)C)C=CC(=C1)F